Cl.N1C=CC2=CC=CC=C12 Indole, hydrochloride salt